CC1(N(CCNC1)C(=O)OC(C)(C)C)C(=O)[O-] 1-tert-butyl 2-methyl-piperazine-1,2-dicarboxylate